((2R,3S,4R,5R)-5-(4-aminopyrrolo[2,1-f][1,2,4]triazin-7-yl)-5-cyano-3,4-dihydroxytetrahydrofuran-2-yl)methyl ((R)-2-(benzyloxy)-2-methyl-3-(octadecyloxy)propyl) hydrogen phosphate P(=O)(OC[C@H]1O[C@@]([C@@H]([C@@H]1O)O)(C#N)C1=CC=C2C(=NC=NN21)N)(OC[C@](COCCCCCCCCCCCCCCCCCC)(C)OCC2=CC=CC=C2)O